CC(C)(C)[O-].[Li+].O[C@]1(C[C@]2(CNC(O2)=O)CCC1)CN1C=NC2=C1C=C(C=C2)C#N |r| rac-1-(((5S,7R)-7-Hydroxy-2-oxo-1-oxa-3-azaspiro[4.5]decan-7-yl)methyl)-1H-benzo[d]imidazole-6-carbonitrile Lithium tert-butoxide